5-(4-amino-7-bromo-1-methylpyrrolo[3,2-c]pyridin-3-yl)-3-chloro-N-[(2S)-1,1,1-trifluoropropan-2-yl]pyridine-2-carboxamide NC1=NC=C(C2=C1C(=CN2C)C=2C=C(C(=NC2)C(=O)N[C@H](C(F)(F)F)C)Cl)Br